FC1(CC(CC1)C(=O)N(C)OC)F 3,3-Difluoro-N-methoxy-N-methyl-cyclopentanecarboxamide